3-(3,5-difluoropyridin-2-yl)aniline FC=1C(=NC=C(C1)F)C=1C=C(N)C=CC1